BrC=1C(=C(C(=CC1)Cl)C1=NC2=C(N1C)C=CC=C2)F 2-(3-bromo-6-chloro-2-fluorophenyl)-1-methyl-1H-benzo[d]imidazole